Tert-butyl 2-((4-((8-cyclopentyl-7-oxo-5,6,7,8-tetrahydropyrido[2,3-d]pyrimidin-2-yl)amino)-3-methylphenyl)sulfonyl)-7-azaspiro[3.5]nonane-7-carboxylate C1(CCCC1)N1C(CCC2=C1N=C(N=C2)NC2=C(C=C(C=C2)S(=O)(=O)C2CC1(C2)CCN(CC1)C(=O)OC(C)(C)C)C)=O